2-[3-Cyclopropyl-5-(trifluoromethyl)pyrazol-1-yl]-1-[3-(1,3,3a,4,6,6a-hexahydrofuro[3,4-c]pyrrol-5-yl)-2-(3-methoxy-2-methyl-phenyl)pyrrolidin-1-yl]ethanone C1(CC1)C1=NN(C(=C1)C(F)(F)F)CC(=O)N1C(C(CC1)N1CC2C(C1)COC2)C2=C(C(=CC=C2)OC)C